pyrrolo[2,3-D]-pyrimidin N1C=NC=C2C1=NC=C2